Tert-butyl (cyclobutylmethyl)((2-((4-(6-nitro-1-(tetrahydro-2H-pyran-2-yl)-1H-indazol-4-yl)-1H-1,2,3-triazol-1-yl)methyl)imidazo[1,2-a]pyridin-6-yl)methyl)carbamate C1(CCC1)CN(C(OC(C)(C)C)=O)CC=1C=CC=2N(C1)C=C(N2)CN2N=NC(=C2)C2=C1C=NN(C1=CC(=C2)[N+](=O)[O-])C2OCCCC2